N1(CCC1)C1=CC2=C(C=C(O2)C(=O)NS(=O)(=O)C2=C(C=CC=C2C(F)(F)F)CCC)C(=C1)F 6-(Azetidin-1-yl)-4-fluoro-N-[2-propyl-6-(trifluoromethyl)benzene-1-sulfonyl]-1-benzofuran-2-carboxamide